2-[(2S)-2-aminopropyl]-5-chloro-N-[(furan-2-yl)methyl]-3-methoxythieno[3,2-b]pyridin-7-amine N[C@H](CC1=C(C2=NC(=CC(=C2S1)NCC=1OC=CC1)Cl)OC)C